O=C1C=CC=NN1C=1C=NC(=NC1)N[C@@H]1C[C@H](CC1)NC(OC(C)(C)C)=O tert-butyl ((1S,3S)-3-((5-(6-oxopyridazin-1(6H)-yl)pyrimidin-2-yl)amino)cyclopentyl)carbamate